3-(4-((4-(2-((4,4-dimethylcyclohexyl)amino)ethyl)benzyl)thio)-1-oxoisoindolin-2-yl)piperidine-2,6-dione CC1(CCC(CC1)NCCC1=CC=C(CSC2=C3CN(C(C3=CC=C2)=O)C2C(NC(CC2)=O)=O)C=C1)C